CC=1N=C2N(C=CC(=C2)C(=O)N)C1C1=CC(=CC=C1)N1N=C(C=C1C)C methyl-(1S,3S)-3-(3-(3,5-dimethyl-1H-pyrazol-1-yl)phenyl)imidazo[1,2-a]pyridine-7-carboxamide